C(C)OC(CCN(C(=O)N)C=1C=CC=C2C(=CN(C12)C)C1CCN(CC1)C(=O)OC(C)(C)C)=O tert-Butyl 4-(7-(1-(3-ethoxy-3-oxopropyl)ureido)-1-methyl-1H-indol-3-yl)piperidine-1-carboxylate